C(CCCCCCCCC)O decylalcohol